1-(3-(3-(pyrimidin-2-ylethynyl)-1H-pyrazolo[3,4-b]pyridin-1-yl)azetidin-1-yl)prop-2-en-1-one N1=C(N=CC=C1)C#CC1=NN(C2=NC=CC=C21)C2CN(C2)C(C=C)=O